CC=1C=C(C=CC1OC1=CC=2N(C=C1)N=CN2)NC=2C1=C(N=CN2)C=NC(=C1)N1C[C@H](NCC1)C N-(3-methyl-4-{[1,2,4]triazolo[1,5-a]pyridin-7-yloxy}phenyl)-6-[(3R)-3-methylpiperazin-1-yl]pyrido[3,4-d]pyrimidin-4-amine